tert-butyl (S)-2-(4-(7-bromo-9-methyl-9H-benzo[d]imidazo[1,2-a]imidazol-2-yl)-3-fluoro phenyl)pyrrolidine-1-carboxylate BrC=1C=CC2=C(N(C=3N2C=C(N3)C3=C(C=C(C=C3)[C@H]3N(CCC3)C(=O)OC(C)(C)C)F)C)C1